Cl.C1(CC1)C1=CC=C(C=N1)C1=NN=C(O1)[C@@H]1CC[C@H](CO1)N (3R,6S)-6-[5-(6-cyclopropylpyridin-3-yl)-1,3,4-oxadiazol-2-yl]oxan-3-amine hydrochloride